Morpholino(4-(2-(pyridin-2-ylamino)thiazol-4-yl)phenyl)methanon O1CCN(CC1)C(=O)C1=CC=C(C=C1)C=1N=C(SC1)NC1=NC=CC=C1